2,5-disulfoterephthalic acid S(=O)(=O)(O)C1=C(C(=O)O)C=C(C(=C1)C(=O)O)S(=O)(=O)O